2-[cyano-(5-fluoro-3-pyridinyl)amino]-N-cyclobutyl-5-methyl-thiazole-4-carboxamide C(#N)N(C=1SC(=C(N1)C(=O)NC1CCC1)C)C=1C=NC=C(C1)F